1-(5-((5-chloro-4-(3-isopropylphenyl)pyrimidin-2-yl)amino)pyridin-3-yl)pyrrolidin-2-one ClC=1C(=NC(=NC1)NC=1C=C(C=NC1)N1C(CCC1)=O)C1=CC(=CC=C1)C(C)C